2-{[(E)-{2-chloro-4-fluoro-5-[3-methyl-2,6-dioxo-4-(trifluoromethyl)-3,6-dihydropyrimidin-1(2H)-yl]benzylidene}amino]oxy}butanoic acid ClC1=C(\C=N\OC(C(=O)O)CC)C=C(C(=C1)F)N1C(N(C(=CC1=O)C(F)(F)F)C)=O